rac-(3R,4R)-1-cyclopropylmethyl-4-{[5-(2-fluoro-4-methoxy-phenyl)-isoxazole-3-carbonyl]-amino}-piperidine-3-carboxylic acid C1(CC1)CN1C[C@H]([C@@H](CC1)NC(=O)C1=NOC(=C1)C1=C(C=C(C=C1)OC)F)C(=O)O |r|